Ethyl-{[1-(2,4-dichlorophenyl)-5-(4-phenoxyphenyl)-1H-pyrazol-3-yl]oxy}acetate C(C)OC(COC1=NN(C(=C1)C1=CC=C(C=C1)OC1=CC=CC=C1)C1=C(C=C(C=C1)Cl)Cl)=O